2-methyl-2-(4'-(morpholinomethyl)-[1,1'-biphenyl]-4-yl)propionic acid CC(C(=O)O)(C)C1=CC=C(C=C1)C1=CC=C(C=C1)CN1CCOCC1